CNC(=O)C1=CC2=C(N(C(=N2)NC=2SC3=C(N2)C=C(C=C3)OC(F)(F)F)C)C=C1 1-Methyl-2-(5-trifluoromethoxy-benzothiazol-2-ylamino)-1H-benzoimidazole-5-carboxylic acid methylamide